ClC1=C(CC[C@]2(CN(CCC2)C2=CC(=C(C(=C2)F)S(=O)(=O)N(C2=NC=NC=C2)CC2=C(C=C(C=C2)OC)OC)F)N(C)C)C=CC=C1C(F)(F)F (S)-4-(3-(2-chloro-3-(trifluoromethyl)phenethyl)-3-(dimethylamino)piperidin-1-yl)-N-(2,4-dimethoxybenzyl)-2,6-difluoro-N-(pyrimidin-4-yl)benzenesulfonamide